2-{[8-(3-{[(1-methylpiperidin-4-yl)amino]methyl}phenyl)-3-oxo-1H,2H,3H-benzo[e]isoindol-2-yl]methyl}prop-2-enamide CN1CCC(CC1)NCC=1C=C(C=CC1)C=1C=CC2=C(C=3CN(C(C3C=C2)=O)CC(C(=O)N)=C)C1